OCC1CC2C3CC(C(C2C1)C3)CO 4,8-bis(hydroxymethyl)tricyclo-[5.2.1.02,6]decane